5-n-propylcyclohexanone C(CC)C1CCCC(C1)=O